FC1=C(C=CC(=C1F)O)B(O)O (2,3-difluoro-4-hydroxyphenyl)boronic acid